N-(6-aminobenzo[d]thiazol-2-yl)pyrimidine-5-carboxamide NC1=CC2=C(N=C(S2)NC(=O)C=2C=NC=NC2)C=C1